8,9-dichloro-2,3,4,5-tetrahydro-1H-2-benzazepine hydrochloride Cl.ClC1=C(C2=C(CCCNC2)C=C1)Cl